BrCC1=NOC(=C1)C1CC1 3-(bromomethyl)-5-cyclopropylisoxazole